5-bromobenzo[i]phenanthridine BrC1=NC=2C=CC=CC2C=2C=CC3=C(C12)C=CC=C3